N[C@@H](C(C)(C)S)C(=O)O PENICILLAMINE